O=C(C(C1=CC=CC=C1)N1C(CCC1=O)=O)N1CCN(CC1)C1=CC=C(C=C1)OC(F)(F)F 1-(2-oxo-1-phenyl-2-(4-(4-(trifluoromethoxy)phenyl)piperazin-1-yl)ethyl)pyrrolidine-2,5-dione